(5-methoxy-1,4,5,6-tetrahydrocyclopenta[d]imidazol-2-yl)-2,4-dimethylbenzoic acid COC1CC2=C(NC(=N2)C=2C(=C(C(=O)O)C=CC2C)C)C1